N-BOC-4-Cyclopropoxy-3,5-dimethoxy-phenethylamine C(=O)(OC(C)(C)C)NCCC1=CC(=C(C(=C1)OC)OC1CC1)OC